O1CCN(CC1)C=1OC=2C(=NC(=C(C2)N)N2CCOCC2)N1 2,5-dimorpholinooxazolo[4,5-b]pyridin-6-amine